COC(CCC=1SC=C(N1)Br)=O 3-(4-Bromothiazol-2-yl)propionic acid methyl ester